3-methyl-2-{2-[(3R)-3-methylmorpholin-4-yl]-8-(1H-pyrazol-5-yl)-1,7-naphthyridin-4-yl}butan-2-ol CC(C(C)(O)C1=CC(=NC2=C(N=CC=C12)C1=CC=NN1)N1[C@@H](COCC1)C)C